N-(2-(3,3-difluoropyrrolidin-1-yl)-4-(2-fluoro-phenyl)pyridin-3-yl)-1-isopropyl-1H-pyrazole-3-carboxamide FC1(CN(CC1)C1=NC=CC(=C1NC(=O)C1=NN(C=C1)C(C)C)C1=C(C=CC=C1)F)F